2,2,2-trifluoroethyl 4-{2-[(2S,4R)-4-fluoro-2-{[(S)-[3-fluoro-4-(1-methylcyclopropyl)phenyl](phenyl) methyl]carbamoyl}pyrrolidin-1-yl]-2-oxoethyl}-3-oxopiperazine-1-carboxylate F[C@@H]1C[C@H](N(C1)C(CN1C(CN(CC1)C(=O)OCC(F)(F)F)=O)=O)C(N[C@@H](C1=CC=CC=C1)C1=CC(=C(C=C1)C1(CC1)C)F)=O